N1(CCCCC1)C1=CC(=NC(=N1)N)N 6-(1-piperidinyl)-2,4-pyrimidinediamine